C=1N=CN2C1C(=NC=C2)NC2CCC(CC2)NC2=CC=CC=1N2C=C(N1)C(F)(F)F (1s,4s)-N1-(imidazo[1,5-a]pyrazin-8-yl)-N4-(2-(trifluoromethyl)imidazo[1,2-a]pyridin-5-yl)cyclohexane-1,4-diamine